5-bromo-4-chloro-N-(1-cyclopropyl-2-(phenylamino)ethyl)-2-fluorobenzenesulfonamide BrC=1C(=CC(=C(C1)S(=O)(=O)NC(CNC1=CC=CC=C1)C1CC1)F)Cl